(S)-3-(5-(((R)-4,4-difluoro-1-((8-fluoro-2-((3aR*,6aR*)-hexahydro-5H-furo[2,3-c]pyrrol-5-yl)quinolin-6-yl)methyl)pyrrolidin-3-yl)oxy)-1-oxoisoindolin-2-yl)piperidine-2,6-dione FC1([C@@H](CN(C1)CC=1C=C2C=CC(=NC2=C(C1)F)N1C[C@H]2[C@@H](C1)CCO2)OC=2C=C1CN(C(C1=CC2)=O)[C@@H]2C(NC(CC2)=O)=O)F |o1:20,21|